COC(CCC(=O)C=1SC=C(C1F)C1=CN(C2=CC=CC=C12)C(=O)OC(C)(C)C)=O 4-(3-fluoro-4-(1-Boc-1H-indol-3-yl)thiophen-2-yl)-4-oxobutanoic acid methyl ester